COCC=1C=C2C(=C(C(N(C2=CC1)C)=O)C#N)N1CCC(CC1)(C=1OC2=C(N1)C=C(C=C2)C)C 6-(methoxymethyl)-1-methyl-4-[4-methyl-4-(5-methyl-1,3-benzoxazol-2-yl)piperidin-1-yl]-2-oxo-1,2-dihydroquinoline-3-carbonitrile